[Na].N1(CCOCC1)CCCS(=O)(=O)O 3-(N-morpholinyl)propanesulfonic acid sodium